C(C)(C)(C)C1=C(C=C(C(=C1)OCCOC)C(C)(C)C)OC 2,5-di-tert-butyl-1-methoxy-4-[2'-methoxyethoxy]benzene